8-chloro-2-ethyl-1H-imidazo[4,5-C]quinoline ClC1=CC=2C3=C(C=NC2C=C1)N=C(N3)CC